COC=1C=C(C=CC1OC)C=1C=CC=2N(N1)C(=CN2)C2=CC(=C(C=C2)O)OC 4-[6-(3,4-dimethoxyphenyl)imidazo[1,2-b]pyridazin-3-yl]-2-methoxy-phenol